[Si]=O.[Mg].[Al] aluminum magnesium silicon oxide